6-Dibutylaminotriazine C(CCC)N(C1=CC=NN=N1)CCCC